5-Chloro-3-[3-(4-methansulfonylphenyl)-1,2-oxazol-5-yl]-6-(2-methoxyethoxy)-1H-indazol ClC=1C=C2C(=NNC2=CC1OCCOC)C1=CC(=NO1)C1=CC=C(C=C1)S(=O)(=O)C